5-(2-aminobenzo[d]thiazol-6-yl)-2-methoxy-N-(3-(trifluoromethoxy)benzyl)nicotinamide NC=1SC2=C(N1)C=CC(=C2)C=2C=NC(=C(C(=O)NCC1=CC(=CC=C1)OC(F)(F)F)C2)OC